4-(2-cyclopropyl-9-methyl-8-(pyridin-4-yl)-9H-purin-6-yl)morpholine C1(CC1)C1=NC(=C2N=C(N(C2=N1)C)C1=CC=NC=C1)N1CCOCC1